C12(C(CCC(C1(C)C)C2)C)OC2=C(C=CC=C2OC21C(CCC(C2(C)C)C1)C)C1=NC2=C(CN=C1)C=CC=C2 2,3-di-pin-oxyphenyl-5H-1,4-benzodiazepine